N-((4-fluoro-5-methyl-1,2,5,6-tetrahydropyridin-3-yl)methyl)methanesulfonamide FC1=C(CNCC1C)CNS(=O)(=O)C